C(C)(C)C1=C(C=CC=C1)C1N(C(CN(C1)S(=O)(=O)C1=CC=C(C)C=C1)=O)C1CC2(C1)CCN(CC2)C(=O)OC(C)(C)C tert-butyl 2-(2-(2-isopropylphenyl)-6-oxo-4-tosylpiperazin-1-yl)-7-azaspiro[3.5]Nonane-7-carboxylate